O1CCN(CC1)C(CCC)=O 1-morpholinobutan-1-one